O1C[C@H](CC1)OC(N)=O carbamic acid (3S)-tetrahydrofuran-3-yl ester